CN1CCN(CCC1)CCCCN1CNC(C2=C1C=CN=C2)=O 1-(4-methyl-1,4-diazepan-1-yl-butyl)pyrido[4,3-d]pyrimidin-4(3H)-one